C(CCCCCCCCCCCCCCCCC)(=O)[O-].[NH4+] (ammonium) stearate